3-((6-fluoro-2-methylpyridin-3-yl)oxy)-5-methyl-6-(trifluoromethyl)pyridazine-4-carboxylic acid FC1=CC=C(C(=N1)C)OC=1N=NC(=C(C1C(=O)O)C)C(F)(F)F